CC=1C=NC(=NC1)N1CCN(CC1)C 5-methyl-2-(4-methylpiperazin-1-yl)pyrimidin